C(CCCCCCCCCCCC=CCCCC)C1C(=O)OC(C1)=O 13-octadecenyl-succinic anhydride